2-cyclobutyl-7-(4-(difluoromethoxy)phenyl)-5-(2-methyl-2H-indazol-5-yl)-2,7-dihydro-6H-pyrazolo[3,4-b]pyridin-6-one C1(CCC1)N1N=C2N(C(C(=CC2=C1)C1=CC2=CN(N=C2C=C1)C)=O)C1=CC=C(C=C1)OC(F)F